bis(2-(2-mercaptoethyl)-3-mercaptopropyl)-2-mercaptopropanethiol SCCC(CC(C(C)S)(S)CC(CS)CCS)CS